2-(2'-hydroxy-5'-methacryloyloxypropylphenyl)-2H-benzotriazole OC1=C(C=C(C=C1)CCCOC(C(=C)C)=O)N1N=C2C(=N1)C=CC=C2